FC1=C(C(=CC=C1)F)C1=C(C=CC=C1)[C@@H]1[C@H](C1)C(=O)N1C[C@H](CC1)NS(=O)(=O)C N-{(3S)-1-[(1S,2S)-2-(2',6'-difluoro[1,1'-biphenyl]-2-yl)cyclopropane-1-carbonyl]pyrrolidin-3-yl}methanesulfonamide